(4-vinylbenzyl)triethylphosphonium ethyl-(E)-5,5-dimethyl-2-(6-methyl-1-{[2-(trimethylsilyl)ethoxy]methyl}-1H-1,5-diazainden-2-ylcarbonylamino)-3-hexenoate C(C)OC(C(\C=C\C(C)(C)C)NC(=O)C=1N(C2=CC(=NC=C2C1)C)COCC[Si](C)(C)C)=O.C(=C)C1=CC=C(C[P+](CC)(CC)CC)C=C1